N,N,N',N'-tetraglycidyl-2,7-diaminofluorene C(C1CO1)N(C1=CC=2CC3=CC(=CC=C3C2C=C1)N(CC1CO1)CC1CO1)CC1CO1